1-(6-Aminopyridin-2-yl)-N-(5-cyano-6-(2H-1,2,3-triazol-2-yl)pyridin-3-yl)-5-(trifluoromethyl)-1H-pyrazole-4-carboxamide NC1=CC=CC(=N1)N1N=CC(=C1C(F)(F)F)C(=O)NC=1C=NC(=C(C1)C#N)N1N=CC=N1